Racemic-5-[trans-3-(1,3-benzoxazol-2-yl)-2,2-dimethylcyclopropyl]pyridine-2-sulfonamide O1C(=NC2=C1C=CC=C2)[C@@H]2C([C@H]2C=2C=CC(=NC2)S(=O)(=O)N)(C)C |r|